C(C)(C)(C)OC(=O)N\C(\NCC1=CC(=CC=C1)OCC1CCCCC1)=N/C(OC(C)(C)C)=O (Z)-tert-butyl (tert-butoxycarbonylamino)(3-(cyclohexylmethoxy)benzylamino)methylenecarbamate